methyl 3-[[4-(hydroxymethyl)tetrahydrofuran-3-yl]amino]-4-nitro-benzoate OCC1C(COC1)NC=1C=C(C(=O)OC)C=CC1[N+](=O)[O-]